[1,6]naphthyridine-5-carboxamide N1=CC=CC=2C(=NC=CC12)C(=O)N